6-[2,6-difluoro-3-(5-fluoro-2-methoxypyridine-3-sulfonamido)phenyl]-N-methylimidazo[1,5-a]pyrazine-1-carboxamide FC1=C(C(=CC=C1NS(=O)(=O)C=1C(=NC=C(C1)F)OC)F)C=1N=CC=2N(C1)C=NC2C(=O)NC